C(OC(C)(C)C)(OC1=C(C=CC(=C1)COCC(F)(F)F)Br)=O tert-butyl 2-bromo-5-((2,2,2-trifluoroethoxy)methyl)phenyl carbonate